N-[5-(difluoromethoxy)-3-pyridyl]-4,5,6,7-tetrahydrothieno[2,3-c]pyridine-3-carboxamide FC(OC=1C=C(C=NC1)NC(=O)C1=CSC=2CNCCC21)F